(1S,2S,4R)-1,7,7-trimethylbicyclo[2.2.1]heptane-2-carbonyl chloride C[C@@]12[C@H](C[C@@H](CC1)C2(C)C)C(=O)Cl